isopropyl (2R,3S,5R)-3-((N,N-dimethylsulfamoyl)amino)-5-methyl-2-((((1S,3S,6R)-6-(pyrimidin-2-yl)bicyclo[4.1.0]heptan-3-yl)oxy)methyl)pyrrolidine-1-carboxylate CN(S(=O)(=O)N[C@@H]1[C@@H](N([C@@H](C1)C)C(=O)OC(C)C)CO[C@@H]1C[C@@H]2C[C@@]2(CC1)C1=NC=CC=N1)C